COC1=CC=C(CN(C2=CC(=C(C(=N2)C(C)C)N2C(N=C(C3=C2N=C(C(=C3)Cl)Cl)N3[C@H](CN(CC3)C(=O)OC(C)(C)C)C)=O)C)CC3=CC=C(C=C3)OC)C=C1 tert-butyl (S)-4-(1-(6-(bis(4-methoxybenzyl)amino)-2-isopropyl-4-methylpyridin-3-yl)-6,7-dichloro-2-oxo-1,2-dihydropyrido[2,3-d]pyrimidin-4-yl)-3-methylpiperazine-1-carboxylate